N-(cyclopropylmethyl)-3-methyl-azetidin-3-amine C1(CC1)CNC1(CNC1)C